6-((3R)-4-(pyridazin-3-ylcarbonyl)-3-(difluoromethyl)piperazin-1-yl)-2-fluoro-4-isobutylbenzonitrile N1=NC(=CC=C1)C(=O)N1[C@H](CN(CC1)C1=CC(=CC(=C1C#N)F)CC(C)C)C(F)F